NC=1C=2N(C(=CN1)Cl)C(=NC2C2=CC=C(C=C2)[C@](C)(O)C2=CC(=CC=C2)C2CC2)[C@H]2CN1C(CC[C@@H]1CC2)=O (6R,8aS)-6-(8-Amino-5-chloro-1-{4-[(1S)-1-(3-cyclopropylphenyl)-1-hydroxyethyl]phenyl}-imidazo[1,5-a]pyrazin-3-yl)hexahydroindolizin-3(2H)-on